4-bromo-2-methoxyphenol BrC1=CC(=C(C=C1)O)OC